C(C)(C)(C)OC(=O)N[C@H](C(=O)O)C(C)C (S)-2-((t-butoxycarbonyl)amino)-3-methylbutanoic acid